C(#N)C=1N=CC(=NC1)NC1=NNC(=C1)C1=C(O[C@@H]2C[C@@H](CC2)NC(OC(C)(C)C)=O)C=CC=C1 tert-butyl ((1R,3S)-3-(2-(3-((5-cyanopyrazin-2-yl)amino)-1H-pyrazol-5-yl)phenoxy)cyclopentyl)carbamate